tert-butyl (2S,4S)-2-(6-bromo-4-oxo-3,4-dihydrothieno[3,2-d]pyrimidin-2-yl)-4-phenylpyrrolidine-1-carboxylate BrC1=CC=2N=C(NC(C2S1)=O)[C@H]1N(C[C@@H](C1)C1=CC=CC=C1)C(=O)OC(C)(C)C